N-[(6-{[(4-chlorophenyl)amino]methyl}imidazo[1,2-a]pyridin-2-yl)methyl]-4-oxo-4H-pyrido[1,2-a]pyrimidine-2-carboxamide ClC1=CC=C(C=C1)NCC=1C=CC=2N(C1)C=C(N2)CNC(=O)C=2N=C1N(C(C2)=O)C=CC=C1